Triethylenetetramine tetrafluoroborate F[B-](F)(F)F.NCCNCCNCCN